C(C)S(=O)CC1CCN(CC1)C(=O)C=1C=C(C(=NC1C(F)(F)F)O)C#N 5-[4-(ethylsulfinylmethyl)piperidine-1-carbonyl]-2-hydroxy-6-(trifluoromethyl)-pyridine-3-carbonitrile